CC1=C(C=CC(=C1)OC1=NC=CC=C1)C1=NOC(=N1)CC(C(=O)O)=C ((3-(2-methyl-4-(pyridin-2-yloxy)phenyl)-1,2,4-oxadiazol-5-yl)methyl)acrylic acid